Nickel (II) methacryloyl-histidine dihydrate O.O.C(C(=C)C)(=O)N[C@@H](CC1=CNC=N1)C(=O)O.[Ni+2]